diethyl 4-chloropyridine-2,6-dicarboxylate ClC1=CC(=NC(=C1)C(=O)OCC)C(=O)OCC